NC(C(=O)O)CC=1C(=NOC1C)O amino-3-hydroxy-5-methylisoxazole-4-propanoic acid